4-methylphenyl(4-(2-methylpropyl)phenyl)iodonium CC1=CC=C(C=C1)[I+]C1=CC=C(C=C1)CC(C)C